OC1=C(C=CC(=C1)O)C1(COC1)NCC=1C(=C(C=CC1)CS(=O)(=O)NC)F 1-[3-({[3-(2,4-dihydroxyphenyl)oxetan-3-yl]amino}methyl)-2-fluorophenyl]-N-methylmethanesulfonamide